C(C)(C)(C)C=1C=C2C=CC3=CC(=C(C4=CC=C(C1)C2=C43)C4=CC=C(C=C4)OC)O 7-tert-butyl-1-(4-methoxyphenyl)-2-hydroxypyrene